CC1=NOC(=C1C=1C=C(C=2N(C1)N=CC2C#N)C=2C=NC(=CC2)F)C 6-(3,5-dimethylisoxazol-4-yl)-4-(6-fluoropyridin-3-yl)pyrazolo[1,5-a]pyridine-3-carbonitrile